O=C1C(=C(N=C(N1)NC1CCC(CC1)C1=NN=NN1)C=1SC=CC1)C#N 6-Oxo-2-[4-(1H-tetrazol-5-yl)-cyclohexylamino]-4-thiophen-2-yl-1,6-dihydro-pyrimidine-5-carbonitrile